(R)-dimethyl 4,7-dimethyl-5-(1-methyl-4-oxo-3,4-dihydrobenzo[d][1,3,2]diazaborinin-2(1H)-yl)-6-pentyl-1,3-dihydro-2H-indene-2,2-dicarboxylate CC1=C2CC(CC2=C(C(=C1B1NC(C2=C(N1C)C=CC=C2)=O)CCCCC)C)(C(=O)OC)C(=O)OC